ClC1=C(C(=CC=C1)C)NC(C1=C(C=C(C(=C1)F)N1N=C2COCCN2C1=O)O[C@H](C(F)(F)F)C)=O N-(2-chloro-6-methylphenyl)-5-fluoro-4-(3-oxo-5,6-dihydro-3H-[1,2,4]triazolo[3,4-c][1,4]oxazin-2(8H)-yl)-2-{[(2S)-1,1,1-trifluoropropan-2-yl]oxy}benzamide